(R)-N-(1-(hydroxyamino)-1-oxo-3-phenylpropan-2-yl)-4-(7H-pyrrolo[2,3-d]pyrimidin-4-yl)piperazine-1-carboxamide ONC([C@@H](CC1=CC=CC=C1)NC(=O)N1CCN(CC1)C=1C2=C(N=CN1)NC=C2)=O